BrCC1=CC=C(C=C1)N=NC1=CC=C(C=C1)CBr 4,4'-di(bromomethyl)azobenzene